N-(5-(4-amino-7-methyl-7H-pyrrolo[2,3-d]pyrimidin-5-yl)pyridin-2-yl)-2-oxo-1-phenyl-2,4,6,7-tetrahydro-1H-pyrazolo[5,1-c][1,4]oxazine-3-carboxamide NC=1C2=C(N=CN1)N(C=C2C=2C=CC(=NC2)NC(=O)C=2C(N(N1C2COCC1)C1=CC=CC=C1)=O)C